P(=O)(OC(C)(C)C)(OC(C)(C)C)OC1=C(C(=CC(=C1)CCO)C)C(C)(CCO[Si](C)(C)C(C)(C)C)C di-tert-butyl (2-(4-((tert-butyldimethylsilyl)oxy)-2-methylbutan-2-yl)-5-(2-hydroxyethyl)-3-methylphenyl) phosphate